FC=1C=NC=C(C1[C@@H](C)O)F (1R)-1-(3,5-difluoropyridin-4-yl)ethan-1-ol